(11R,12S)-11-[4-(3-aminopropoxy)phenyl]-7-fluoro-12-(2-methyl-1,2,4-triazol-3-yl)-2,3,10-triazatricyclo[7.3.1.05,13]trideca-1,5(13),6,8-tetraen-4-one NCCCOC1=CC=C(C=C1)[C@@H]1NC2=CC(=CC=3C(NN=C([C@H]1C=1N(N=CN1)C)C32)=O)F